3-allenylamide C=C=C[NH-]